(1-{4-[(5-amino-3-tert-butyl-pyrazole-1-carbonyl)-amino]-phenyl}-1H-benzoimidazol-5-yloxy)-acetic acid ethyl ester C(C)OC(COC1=CC2=C(N(C=N2)C2=CC=C(C=C2)NC(=O)N2N=C(C=C2N)C(C)(C)C)C=C1)=O